O=C1N([C@@H]2CC[C@H](N1C2)C(=O)NNC(=O)C2=CC=NC=C2)OS(=O)(=O)O.[NH+]2=CC=CC=C2 pyridinium (2S,5R)-7-oxo-N'-(pyridine-4-ylcarbonyl)-6-(sulfooxy)-1,6-diazabicyclo[3.2.1]octane-2-carbohydrazide